5-(2-chlorobenzyl)-3-((3-chlorobenzyl)amino)-4H-benzo[e][1,2,4]thiadiazine 1,1-dioxide ClC1=C(CC2=CC=CC3=C2NC(=NS3(=O)=O)NCC3=CC(=CC=C3)Cl)C=CC=C1